3-(9-methyl-6-(4-(trifluoromethoxy)phenyl)-9H-purin-2-yl)azetidine-1-carboxylic acid tert-butyl ester C(C)(C)(C)OC(=O)N1CC(C1)C1=NC(=C2N=CN(C2=N1)C)C1=CC=C(C=C1)OC(F)(F)F